OC(=O)C(F)(F)F.O=C1C=C(C(=CN1)C(=O)N)C(F)(F)F 6-oxo-4-(trifluoromethyl)-1,6-dihydropyridine-3-carboxamide TFA salt